3-(2-Chloro-4-fluorophenyl)-1,2-oxazol-5-amine ClC1=C(C=CC(=C1)F)C1=NOC(=C1)N